(1R,2S,5S)-8-(7-Chloro-8-fluoro-2-(((2R,7aS)-2-fluorotetrahydro-1H-pyrrolizin-7a(5H)-yl)meth-oxy)pyrido[4,3-d]pyrimidin-4-yl)-8-azabicyclo[3.2.1]octan-2-ol ClC1=C(C=2N=C(N=C(C2C=N1)N1[C@H]2[C@H](CC[C@@H]1CC2)O)OC[C@]21CCCN1C[C@@H](C2)F)F